2-(5-{[(2R,4S)-2-(hydroxymethyl)piperidin-4-yl](methyl)amino}[1,3]thiazolo[5,4-d][1,3]thiazol-2-yl)-5-(1H-pyrazol-4-yl)phenol dihydrochloride Cl.Cl.OC[C@@H]1NCC[C@@H](C1)N(C=1SC2=C(N1)SC(=N2)C2=C(C=C(C=C2)C=2C=NNC2)O)C